C(CCCCC)OC(CCC#N)OCCCCCC 4,4-bis(hexyloxy)butanenitrile